N1=CC(=CC=C1)C1=C(C=CC=C1)N1C(N=CC(=C1)C1=C(C=CC=C1)C=1C=NC=CC1)C 3,5-bis(3-pyridylphenyl)2-methylpyrimidine